FC1=C(C=C(C(=C1)C)F)CC=1C=2N(C=C(N1)C1=NC(=CC(=N1)O)CC)C=CN2 2-{8-[(2,5-difluoro-4-methylphenyl)methyl]imidazo[1,2-a]pyrazin-6-yl}-6-ethylpyrimidin-4-ol